C(C=C)N(CCC1=CNC2=CC=C(C=C12)OC(C(C)C)=O)CC=C isobutyric acid 3-(2-(diallylamino) ethyl)-1H-indol-5-yl ester